(RS)-tert-butyl 4-((6-(4-(1H-pyrazol-5-yl)phenyl)-2,2-difluoro-7-azaspiro[3.5]nonan-7-yl)methyl)-5-cyclopropyl-7-methyl-1H-indole-1-carboxylate N1N=CC=C1C1=CC=C(C=C1)[C@H]1CC2(CC(C2)(F)F)CCN1CC1=C2C=CN(C2=C(C=C1C1CC1)C)C(=O)OC(C)(C)C |r|